C1=CN(C(=O)NC1=O)N AMINOURACIL